[Cl-].OCC[N+](CCCS(=O)(=O)O)(C)C (2-hydroxyethyl)dimethyl-(3-sulfopropyl)ammonium chloride